N-((8-fluoro-1,2,3,5,6,7-hexahydro-s-indacen-4-yl)carbamoyl)-4-(hydroxymethyl)-5-methylfuran-2-sulfonamide FC=1C=2CCCC2C(=C2CCCC12)NC(=O)NS(=O)(=O)C=1OC(=C(C1)CO)C